(R)-1-(4-((2,4-dimethyl-6-oxopiperazin-1-yl)methyl)phenyl)-3-(4-methoxybenzyl)urea C[C@H]1N(C(CN(C1)C)=O)CC1=CC=C(C=C1)NC(=O)NCC1=CC=C(C=C1)OC